CC1=NN(C2=NC(=CN=C21)N2CC1(CN(C1)C1=NC(=NC(=C1)C(F)(F)F)C)CC2)CC(C)=O 1-(3-methyl-6-(2-(2-methyl-6-(trifluoromethyl)pyrimidin-4-yl)-2,6-diazaspiro[3.4]octan-6-yl)-1H-pyrazolo[3,4-b]pyrazin-1-yl)propan-2-one